8-chloro-2-[(3R)-3-methylmorpholin-4-yl]-1,7-naphthyridin-4-ol ClC=1N=CC=C2C(=CC(=NC12)N1[C@@H](COCC1)C)O